FC1=C(C=CC=C1F)C1=CC(=C(C=C1)OC)NC1=NC=NC2=CC(=C(C=C12)OC1CN(C1)C(C=C)=O)OC 1-(3-((4-((2',3'-difluoro-4-methoxy-[1,1'-biphenyl]-3-yl)amino)-7-methoxy-quinazolin-6-yl)oxy)azetidin-1-yl)prop-2-en-1-one